2-cyano(4-ethylphenyl)-3-(3-(5-methyl-1H-imidazol-1-yl)propyl)guanidine C(#N)N=C(NC1=CC=C(C=C1)CC)NCCCN1C=NC=C1C